tert-butyl 3-[(E)-N'-[(E)-(1S,2S)-2-fluorocyclopropanecarbonyloxy]carbamimidoyl]-3-methylpyrrolidine-1-carboxylate F[C@@H]1[C@@H](C1)C(=O)O\N=C(\N)/C1(CN(CC1)C(=O)OC(C)(C)C)C